(R)-3-bromo-2-chloro-2-methylpropionitrile BrC[C@](C#N)(C)Cl